tert-butyl ((2-(6-cyclopropyl-4-(3,3-difluoro-1-(4-methyl-4H-1,2,4-triazol-3-yl)cyclobutyl)pyridin-2-yl)-3-oxo-7-(trifluoromethyl)isoindolin-5-yl)methyl)(1-methylcyclobutyl)carbamate C1(CC1)C1=CC(=CC(=N1)N1CC2=C(C=C(C=C2C1=O)CN(C(OC(C)(C)C)=O)C1(CCC1)C)C(F)(F)F)C1(CC(C1)(F)F)C1=NN=CN1C